1,1-dimethyl-4,4-dimethyl-1,4-disilylbutane CC(CCC([SiH3])(C)C)([SiH3])C